C(C)(C)(C)OC(N[C@@H]1C(NC2=C(OC1)N(N=C2)C)=O)=O (S)-tert-butyl(1-methyl-5-oxo-4,5,6,7-tetrahydro-1H-pyrazolo[3,4-b][1,4]oxazepin-6-yl)carbamate